COC1=CC=C(CNC2=NC=3C=NC(=CC3C3=C2COC3)C(=O)O)C=C1 4-((4-methoxybenzyl)amino)-1,3-dihydrofuro[3,4-c][1,7]naphthyridine-8-carboxylic acid